C(C)(C)(C)C1=CC(=NO1)NC(=O)NC1=CC=C(C=C1)N1C=NC2=NC=NC(=C12)N(C)C 1-(5-tert-butyl-isoxazol-3-yl)-3-[4-(6-dimethylamino-purin-7-yl)-phenyl]-urea